COCCCNC1=NC(=NC(=N1)NC1=CC(=NC=C1)C(F)(F)F)C1=NC(=CC=C1)C(F)(F)F (3-methoxy-propyl)-N'-(2-trifluoromethyl-pyridin-4-yl)-6-(6-trifluoromethyl-pyridin-2-yl)-[1,3,5]triazine-2,4-diamine